N-[(2R/S)-2,3-dihydro[1,4]dioxino[2,3-b]pyridin-2-ylmethyl]-8-methyl-2-(pyridin-2-ylmethyl)-4,5-dihydro-2H-furo[2,3-g]indazole-7-carboxamide O1[C@@H](COC2=NC=CC=C21)CNC(=O)C2=C(C1=C(CCC3=CN(N=C13)CC1=NC=CC=C1)O2)C |r|